(S)-3-(5-(4-((1-(4-((3R*,4R*)-7-hydroxy-3-(4-hydroxyphenyl)isochroman-4-yl)phenyl)piperidin-4-yl)methyl)piperazin-1-yl)-1-oxoisoindolin-2-yl)piperidine-2,6-dione OC1=CC=C2[C@H]([C@@H](OCC2=C1)C1=CC=C(C=C1)O)C1=CC=C(C=C1)N1CCC(CC1)CN1CCN(CC1)C=1C=C2CN(C(C2=CC1)=O)[C@@H]1C(NC(CC1)=O)=O |o1:5,6|